C(C(C(CCC)C#N)C#N)C#N 1,2,3-hexanetricarbonitrile